C(C1=CC=CC=C1)OC1=C(C(=C(C(=O)O)C(=C1)C(F)F)C)C 4-(benzyloxy)-6-(difluoromethyl)-2,3-dimethylbenzoic acid